FC1=C(C(=CC=C1)C(F)(F)F)NC=1N=C(N=NC1C(=O)N)NC1=C(C=C2CCN(CC2=C1)C)OC ((2-fluoro-6-(trifluoromethyl)phenyl)amino)-3-((6-methoxy-2-methyl-1,2,3,4-tetrahydroisoquinolin-7-yl)amino)-1,2,4-triazine-6-carboxamide